5-methyl-undecan-1,11-diamin CC(CCCCN)CCCCCCN